BrC1=NC(=NS1)C1CN(C1)C(=O)OC(C)(C)C tert-Butyl 3-(5-bromo-1,2,4-thiadiazol-3-yl)azetidine-1-carboxylate